C(C1=CC=CC=C1)OC([C@@H](NC(=O)C1=NC(=C(N=C1N)C(N[C@H](C(=O)N[C@H](C(=O)OCC1=CC=CC=C1)CO)CO)=O)N)CO)=O (3,6-diamino-5-(((S)-1-(((S)-1-(benzyloxy)-3-hydroxy-1-oxopropan-2-yl)amino)-3-hydroxy-1-oxopropan-2-yl)carbamoyl)pyrazine-2-carbonyl)-L-serine benzyl ester